m-Biphenyl C1(=CC=CC=C1)C1=CC=CC=C1